1-ethyl-3-methyl-5-(1-methyl-1H-imidazol-4-yl)-1H-pyrazole C(C)N1N=C(C=C1C=1N=CN(C1)C)C